FC1=CC(=C(C(=C1)[Se]C1=CC=CC=C1)C1=C(C=CC=C1)NC(C1=NC=CC=C1)=O)[Se]C1=CC=CC=C1 N-(4'-fluoro-2',6'-bis(phenylselanyl)-[1,1'-biphenyl]-2-yl)picolinamide